ClC1=C(C#N)C(=CC=C1)C1=C(C=NN1C)C=1C=C2C(=NNC(C2=CC1)=O)C([2H])([2H])N1C(C2=CC=CC=C2C1=O)=O 2-chloro-6-(4-(4-((1,3-dioxoisoindolin-2-yl)methyl-d2)-1-oxo-1,2-dihydrophthalazin-6-yl)-1-methyl-1H-pyrazol-5-yl)benzonitrile